CC([C@H](N)C(=O)O)(S)C 3,3-dimethyl-(L)-cysteine